N-(2-((R)-3-(dimethylamino)pyrrolidine-1-yl)-5-((6-((R)-3-(2-fluoro-3-methylphenyl)isoxazolidine-2-yl)pyrimidine-4-yl)amino)-4-methoxyphenyl)acrylamide CN([C@H]1CN(CC1)C1=C(C=C(C(=C1)OC)NC1=NC=NC(=C1)N1OCC[C@@H]1C1=C(C(=CC=C1)C)F)NC(C=C)=O)C